N-(Methyl-d3)-3-(1-(6-(3-methylisoxazol-4-yl)-1-oxoisoquinolin-2(1H)-yl)ethyl)benzamide C(NC(C1=CC(=CC=C1)C(C)N1C(C2=CC=C(C=C2C=C1)C=1C(=NOC1)C)=O)=O)([2H])([2H])[2H]